N-[3',4'-dihydroxy-(E)-cinnamyl]-L-glutamic Acid OC=1C=C(/C=C/CN[C@@H](CCC(=O)O)C(=O)O)C=CC1O